C(C)(C)C1=CC(=NN1)C(=O)N1CC2(CN(C2)C(=O)C=2SC=C(N2)C)C1 (5-Isopropyl-1H-pyrazol-3-yl)-[2-(4-methylthiazole-2-carbonyl)-2,6-diazaspiro[3.3]heptan-6-yl]methanone